(±)-cis-N-[8-amino-6-(2-methoxy-4-methyl-3-pyridyl)-3-isoquinolyl]-2-fluoro-cyclopropanecarboxamide NC=1C=C(C=C2C=C(N=CC12)NC(=O)[C@H]1[C@H](C1)F)C=1C(=NC=CC1C)OC |r|